N-hydroxy-2-phenylsulfanyl-5-(trifluoromethyl)pyridine-3-carboxamidine ONC(=N)C=1C(=NC=C(C1)C(F)(F)F)SC1=CC=CC=C1